Cl.O1CCC12CCNCC2 1-oxa-7-azaspiro[3.5]nonane hydrochloride